N[C@@H]1C2=CC=CC=C2CC12CCN(CC2)C=2C(=NC(=CN2)C#CCN2N=CC1=C(C=CC=C21)N)CO (S)-(3-(1-amino-1,3-dihydrospiro[indene-2,4'-piperidine]-1'-yl)-6-(3-(4-amino-1H-indazol-1-yl)prop-1-yn-1-yl)pyrazin-2-yl)methanol